1-[4-chloro-2-fluoro-5-(methoxymethoxy)phenyl]triazole ClC1=CC(=C(C=C1OCOC)N1N=NC=C1)F